N-Dodecylphosphorylcholine CCCCCCCCCCCCOP(=O)(O)OCC[N+](C)(C)C.[Cl-]